C(C)(=O)OC1=C(C=C(C=COC(C(=O)OC)(C)C)C=C1)OC methyl 2-((4-acetoxy-3-methoxystyryl) oxy)-2-methylpropionate